[Na].C(CCCCCCCCCCCCCCCCC)(=O)OC[C@@H](OC(CCCCCCCCCCCCCCCCC)=O)COP(=O)(O)OCCN 1,2-distearoyl-sn-glycero-3-phosphorylethanolamine, sodium salt